methyl-3-propylguanidine CNC(=N)NCCC